BrC1=C(C=C(OC[C@@H](CC2CCN(CC2)C(=O)OC(C)(C)C)C)C=C1)C(F)(F)F tert-butyl (R)-4-(3-(4-bromo-3-(trifluoromethyl)phenoxy)-2-methylpropyl)piperidine-1-carboxylate